1,1,1,3,3-pentamethyl-3-vinyl-disiloxane C[Si](O[Si](C=C)(C)C)(C)C